benzyl (R)-6-(2-amino-3-phenylpropoxy)-3-fluoroquinoline-5-carboxylate dihydrochloride Cl.Cl.N[C@@H](COC1=C(C=2C=C(C=NC2C=C1)F)C(=O)OCC1=CC=CC=C1)CC1=CC=CC=C1